(2S,4R)-N-((R)-1-(4-carbamimidoylthiophen-2-yl)ethyl)-4-fluoro-4-(methoxymethyl)-1-((4-(p-tolyloxy)benzoyl)glycyl)pyrrolidine-2-carboxamide C(N)(=N)C=1C=C(SC1)[C@@H](C)NC(=O)[C@H]1N(C[C@](C1)(COC)F)C(CNC(C1=CC=C(C=C1)OC1=CC=C(C=C1)C)=O)=O